NC=1C=2N(C3=CC(=CC=C3N1)C(=O)N(CC1=NC=C(C=C1)C(F)(F)F)CC)N=NC2 4-amino-N-ethyl-N-((5-(trifluoromethyl)pyridin-2-yl)methyl)-[1,2,3]triazolo[1,5-a]quinoxaline-8-carboxamide